Br[Mg]CC1CCC1 bromo(cyclobutylmethyl)magnesium